FC=1C=NC(=NC1)N1CCC(CC1)OC[C@H]1[C@H](CCC=2N1N=C(C2)C)NS(=O)(=O)C |r| rac-N-[(6S,7R)-7-({[1-(5-fluoropyrimidin-2-yl)piperidin-4-yl]oxy}methyl)-2-methyl-4,5,6,7-tetrahydropyrazolo[1,5-a]pyridin-6-yl]methanesulfonamide